Cl.Cl.N1C(=NC2=C1C=CC=C2)CCNC(=O)CN2N=CC(=C2)C(=O)NCC2=NC=CC=C2F 1-({[2-(1H-1,3-Benzodiazol-2-yl)ethyl]carbamoyl}methyl)-N-[(3-fluoropyridin-2-yl)methyl]-1H-pyrazole-4-carboxamide dihydrochloride